3-((2S)-2-hydroxy-3-(8-(4'-((2-methoxyethylamino)methyl)biphenyl-3-ylsulfonyl)-1-oxa-8-azaspiro[4.5]decan-3-ylamino)propoxy)-N-methylbenzenesulfonamide O[C@H](COC=1C=C(C=CC1)S(=O)(=O)NC)CNC1COC2(C1)CCN(CC2)S(=O)(=O)C=2C=C(C=CC2)C2=CC=C(C=C2)CNCCOC